C(C1CO1)OC(CC[Si](OCC)(OCC)OCC)CCCCC γ-glycidoxyoctyltriethoxysilane